(S)-4-(N-Benzyl-N-methylamino)-2-((tert-butoxycarbonyl)amino)butanoic acid C(C1=CC=CC=C1)N(C)CC[C@@H](C(=O)O)NC(=O)OC(C)(C)C